(2S)-2-(6-{5-chloro-2-[(2-methyl-2H-1,2,3-triazol-4-yl)amino]pyrimidin-4-yl}-1-oxo-2,3-dihydro-1H-isoindol-2-yl)-N-[(1S)-2-hydroxy-1-(3-methylphenyl)ethyl]propionamide ClC=1C(=NC(=NC1)NC1=NN(N=C1)C)C1=CC=C2CN(C(C2=C1)=O)[C@H](C(=O)N[C@H](CO)C1=CC(=CC=C1)C)C